C(C)OC(N(C=1SC(=C(C1C(NC=1N=NC(=CC1)OC)=O)CN(C)C)C1=CC=C(C=C1)[N+](=O)[O-])CC1=C(C=CC=C1F)F)=O (2,6-difluorobenzyl)-[4-dimethylaminomethyl-3-(6-methoxypyridazin-3-yl-carbamoyl)-5-(4-nitrophenyl)thiophen-2-yl]carbamic acid ethyl ester